(3S,4R)-1-(3,4,5-trimethoxyphenyl)-4-(3-hydroxy-4-methoxyphenyl)-3-aminomethylazetidin-2-one COC=1C=C(C=C(C1OC)OC)N1C([C@H]([C@@H]1C1=CC(=C(C=C1)OC)O)CN)=O